benzoic propynoic anhydride C(C#C)(=O)OC(C1=CC=CC=C1)=O